NC1=NC=CC=C1C1=NC=2C(=NC(=CC2)C2=CC=CC=C2)N1C=1C=CC(=NC1)NC(=O)C1=C(C=C(C(=O)OC)C=C1)F methyl 4-((5-(2-(2-aminopyridin-3-yl)-5-phenyl-3H-imidazo[4,5-b]pyridin-3-yl)pyridin-2-yl)carbamoyl)-3-fluorobenzoate